FC1=CC=C(C=C1)C(CN1CCC(CC1)N(C(OC(C)(C)C)=O)C)=O tert-butyl (1-(2-(4-fluorophenyl)-2-oxoethyl)piperidin-4-yl)(methyl)carbamate